3-(2-methylbenzyl)-7-phenethyl-2,3,6,7,8,9-hexahydroimidazo[1,2-a]pyrido[3,4-e]pyrimidin-5(1H)-one CC1=C(CN2CCN3C2=NC(C2=C3CCN(C2)CCC2=CC=CC=C2)=O)C=CC=C1